(R)-5'-((dimethylamino)methyl)-2'-(1-(4-ethoxy-5-fluoropyridine-2-yl)ethyl)-7'-((2-(methylamino)-1H-imidazol-1-yl)methyl)-2',3'-dihydro-1'H-spiro[cyclopropan-1,4'-isoquinoline]-1'-one CN(C)CC1=C2C3(CN(C(C2=CC(=C1)CN1C(=NC=C1)NC)=O)[C@H](C)C1=NC=C(C(=C1)OCC)F)CC3